C(C)(=O)C1=CC=C(C=C1)O p-acetyl-phenol